(2R,4S)-2-(2-((S)-5-Aminopent-2-yloxy)-5-fluorophenyl)-4-fluoropyrrolidine-1-carboxylic acid tert-butyl ester C(C)(C)(C)OC(=O)N1[C@H](C[C@@H](C1)F)C1=C(C=CC(=C1)F)O[C@@H](C)CCCN